2-bromoniophenol [BrH+]C1=C(C=CC=C1)O